C12CN(CC(N1)C2)C=2C(=C1C(N(C(C1=CC2F)=O)C2C(NC(CC2)=O)=O)=O)F 5-(3,6-diazabicyclo[3.1.1]heptan-3-yl)-2-(2,6-dioxopiperidin-3-yl)-4,6-difluoroisoindoline-1,3-dione